1,4-bis-tert-butylperoxydiisopropylbenzene C(C)(C)(C)OOC1=C(C(=C(C=C1)OOC(C)(C)C)C(C)C)C(C)C